CC1=C(OC=2CCC3=CN(N=C3C21)CC2=NC=CC=C2)C(=O)NCC2=NOC=C2C 8-Methyl-N-[(4-methyl-1,2-oxazol-3-yl)methyl]-2-(pyridin-2-ylmethyl)-4,5-dihydro-2H-furo[2,3-g]indazol-7-carboxamid